(2S)-2-{[(benzyloxy)carbonyl]amino}-4-{[(tert-butoxy)carbonyl]amino}butanoic acid C(C1=CC=CC=C1)OC(=O)N[C@H](C(=O)O)CCNC(=O)OC(C)(C)C